methyl 9-(4-(azetidin-3-ylidenemethyl)phenyl)-8-(chroman-5-yl)-6,7-dihydro-5H-benzo[7]annulene-3-carboxylate N1CC(C1)=CC1=CC=C(C=C1)C1=C(CCCC2=C1C=CC(=C2)C(=O)OC)C2=C1CCCOC1=CC=C2